C(#N)CC=1C=C(C(=C(C#N)C1)C(C)(C)O)C1=CC2=C(NC=N2)C=C1 5-cyanomethyl-2-(2-hydroxypropan-2-yl)-3-(1H-benzimidazol-5-yl)benzonitrile